C(=O)C=1C(=NC=CN1)N(S(=O)(=O)C)C N-(3-formylpyrazin-2-yl)-N-methylmethanesulfonamide